C[C@H]1[C@H](N(C2CC1C2)C(=O)C2=NC(=CC=C2N2N=CC=N2)C)CNC=2OC1=C(N2)C=CC=C1 N-{[(3S,4R)-4-Methyl-2-[6-methyl-3-(2H-1,2,3-triazol-2-yl)pyridin-2-carbonyl]-2-azabicyclo[3.1.1]heptan-3-yl]methyl}-1,3-benzoxazol-2-amin